C12(CC3CC(CC(C1)C3)C2)NC2=CC(=CC(=C2)Cl)NC23CC1CC(CC(C2)C1)C3 N1-((1S,3S)-adamantan-1-yl)-N3-((3R,5R,7R)-adamantan-1-yl)-5-chlorobenzene-1,3-diamine